2-(tert-butyl)-4-methoxyphenol C(C)(C)(C)C1=C(C=CC(=C1)OC)O